(3R)-3-({7-(methylsulfonyl)-2-[1-(propan-2-yl)-1H-pyrazol-4-yl][1,2,4]triazolo[1,5-c]quinazolin-5-yl}amino)azepin-2-one CS(=O)(=O)C1=CC=CC=2C=3N(C(=NC12)NC=1C(N=CC=CC1)=O)N=C(N3)C=3C=NN(C3)C(C)C